4-amino-N'-hydroxy-N-(2-methylthioethyl)-1,2,5-oxadiazole-3-carboxamidine NC=1C(=NON1)C(=NO)NCCSC